N-((1R,4R)-4-((4-((5-cyclopropyl-1H-pyrazol-3-yl)amino)pyrimidin-2-yl)(methyl)amino)cyclohexyl)-1-(3-(trifluoromethyl)phenyl)methanesulfonamide C1(CC1)C1=CC(=NN1)NC1=NC(=NC=C1)N(C1CCC(CC1)NS(=O)(=O)CC1=CC(=CC=C1)C(F)(F)F)C